1-(4-bromo-2-methoxyphenyl)butan-1-one BrC1=CC(=C(C=C1)C(CCC)=O)OC